C1(=CC=CC=C1)C(=C)C1=NC2=CC=CC=C2C=C1 2-(1-phenylvinyl)quinoline